5-(2-(Cyclobutylmethyl)oxazol-5-yl)-6-(chinolin-7-yl)picolinonitril C1(CCC1)CC=1OC(=CN1)C=1C=CC(=NC1C1=CC=C2C=CC=NC2=C1)C#N